[6-(trifluoromethyl)pyridin-3-yl]boric acid FC(C1=CC=C(C=N1)OB(O)O)(F)F